N1=CC(=CC=C1)C#N pyridin-3-carbonitril